FC=1C=C(C=C(C1O)C=O)NC(=O)C=1SC(=CN1)C1=CC=CC=C1 N-(3-fluoro-5-formyl-4-hydroxyphenyl)-5-phenylthiazole-2-carboxamide